2-chloro-4-[[3-(cyclopropylmethyl)-5-(4-fluorophenyl)-2H-pyrazol-4-yl]methyl]-N,N-bis[(4-methoxyphenyl)methyl]benzenesulfonamide ClC1=C(C=CC(=C1)CC1=C(NN=C1C1=CC=C(C=C1)F)CC1CC1)S(=O)(=O)N(CC1=CC=C(C=C1)OC)CC1=CC=C(C=C1)OC